7-(6-(4-aminothiophen-2-yl)pyrazin-2-yl)-2,3-dihydro-4H-benzo[b][1,4]oxazine NC=1C=C(SC1)C1=CN=CC(=N1)C=1C=CC2=C(OCCN2)C1